2-chloro-4-((1-(1-(2-(3-chlorophenyl)-3,3,3-trifluoro-2-hydroxypropanoyl)piperidin-4-yl)azetidin-3-yl)amino)-N-(2,2-difluoroethyl)benzamide ClC1=C(C(=O)NCC(F)F)C=CC(=C1)NC1CN(C1)C1CCN(CC1)C(C(C(F)(F)F)(O)C1=CC(=CC=C1)Cl)=O